N-benzyl-4-((2,2,4-trimethyl-1,2-dihydroquinolin-6-yl)methyl)aniline C(C1=CC=CC=C1)NC1=CC=C(C=C1)CC=1C=C2C(=CC(NC2=CC1)(C)C)C